1-[1-(cyclopropylmethyl)-4-piperidinyl]Methylamine C1(CC1)CN1CCC(CC1)CN